N1C=NC2=C1C=C(C=C2)CN(C=2OC=C(N2)CN(C)C)CC2=CC(=CC=C2)OC N-((1H-benzo[d]imidazol-6-yl)methyl)-4-((dimethylamino)methyl)-N-(3-methoxybenzyl)oxazol-2-amine